N-[(2S)-3-(cyclopent-1-en-1-yl)-1-[(2R)-2-methyloxiran-2-yl]-1-oxopropan-2-yl]-3-(4-methoxyphenyl)propionamide C1(=CCCC1)C[C@@H](C(=O)[C@@]1(OC1)C)NC(CCC1=CC=C(C=C1)OC)=O